2-bromo-6-chloro-5-fluoropyridin-3-amine BrC1=NC(=C(C=C1N)F)Cl